8-[(4-Methylcyclohexyl)methyl]imidazo[1,2-a]pyrazine-6-carbonitrile CC1CCC(CC1)CC=1C=2N(C=C(N1)C#N)C=CN2